N-((1S,9S)-9-Ethyl-5-fluoro-9-hydroxy-4-methyl-10,13-dioxo-2,3,9,10,13,15-hexahydro-1H,12H-benzo[de]pyrano[3',4':6,7]indolizino[1,2-b]quinolin-1-yl)-2-hydroxyacetamide C(C)[C@]1(C(OCC=2C(N3CC=4C(=NC=5C=C(C(=C6C5C4[C@H](CC6)NC(CO)=O)C)F)C3=CC21)=O)=O)O